2-(4-bromobenzenesulfonyl)-3-methylbutyric acid BrC1=CC=C(C=C1)S(=O)(=O)C(C(=O)O)C(C)C